2-(hydroxycarbamoyl)-3,8-diazabicyclo[3.2.1]octane-8-carboxylate ONC(=O)C1C2CCC(CN1)N2C(=O)[O-]